3-(3,5-dichlorophenyl)-4,5-dihydro-1H-benzo[g]indole-2-carboxylic acid ClC=1C=C(C=C(C1)Cl)C1=C(NC=2C3=C(CCC12)C=CC=C3)C(=O)O